N-[1-(trifluoromethyl)indol-5-yl]butanamide FC(N1C=CC2=CC(=CC=C12)NC(CCC)=O)(F)F